FC1(CNC1)COC(=O)N1CCC(CC1)NC1=NC(=NC=2N1N=CC2C(C)C)NC2CCOCC2 4-((8-isopropyl-2-((tetrahydro-2H-pyran-4-yl)amino)pyrazolo[1,5-a][1,3,5]triazin-4-yl)amino)piperidine-1-carboxylic acid (3-fluoroazetidin-3-yl)methyl ester